C(C)N(C1=NC(=C(C(=N1)NC1=NNC(=C1)C)OC)C=1C=NN(C1)C)C1=C(C=C(C=C1)S(=O)(=O)C)F N2-ethyl-N2-(2-fluoro-4-(methylsulfonyl)phenyl)-5-methoxy-N4-(5-methyl-1H-pyrazol-3-yl)-6-(1-methyl-1H-pyrazol-4-yl)pyrimidine-2,4-diamine